4-((4-(4-((3-(3,6-difluoropyridin-2-yl)-1-((1r,4r)-4-ethoxycyclohexyl)-1H-pyrazol-4-yl)carbamoyl)thiazol-2-yl)-1H-pyrazol-1-yl)methyl) 1-methyl aspartate N[C@@H](CC(=O)OCN1N=CC(=C1)C=1SC=C(N1)C(NC=1C(=NN(C1)C1CCC(CC1)OCC)C1=NC(=CC=C1F)F)=O)C(=O)OC